Cl.CN[C@@H](CC(=O)OC)C methyl (R)-3-(methylamino)butanoate hydrochloride